C(C1=CC=CC=C1)C1=C2N(C=C(N1)C1=C(C(=CC=C1)[N+](=O)[O-])F)C(C(=N2)CC2=CC(=CC=C2)COC)=O 8-benzyl-6-(2-fluoro-3-nitrophenyl)-2-(3-(methoxymethyl)benzyl)imidazo[1,2-a]Pyrazin-3(7H)-one